NC=1C(=C(C=NC1C(F)(F)F)C#N)C 5-amino-4-methyl-6-(trifluoromethyl)pyridine-3-carbonitrile